3-(bromomethyl)-2,2-dimethyloxirane BrCC1C(O1)(C)C